C(C=C)(=O)NC=1C(=CC(=C(C1)NC(OC(C)(C)C)=O)OC)N1CCN(CC1)C Tert-butyl (5-acrylamido-2-methoxy-4-(4-methylpiperazine-1-yl)phenyl)carbamate